N1(C=NC=C1)C(C(=O)O)CC(=O)OCC 2-imidazole-1-yl-3-ethoxycarbonylpropionic acid